1-(4-methoxyphenyl)guanidine COC1=CC=C(C=C1)NC(=N)N